1-(3-(4-((3-chloro-2-fluorophenyl)amino)quinazolin-6-yl)imidazolidin-1-yl)prop-2-en-1-one ClC=1C(=C(C=CC1)NC1=NC=NC2=CC=C(C=C12)N1CN(CC1)C(C=C)=O)F